N-[3-(dimethylsulfamoyl)-4-methylphenyl]-2-(4-{1H-pyrrolo[2,3-d]pyrimidin-4-yl}piperazin-1-yl)acetamide CN(S(=O)(=O)C=1C=C(C=CC1C)NC(CN1CCN(CC1)C1=C2C(NC=N1)=NC=C2)=O)C